OC1=C(C(N(C2=CC(=NC=C12)C(F)(F)F)C1=CC=CC=C1)=O)C#N 4-Hydroxy-2-oxo-1-phenyl-7-(trifluoromethyl)-1,2-dihydro-1,6-naphthyridine-3-carbonitrile